tert-butyl (3S,4R)-3-((5-fluoropyrimidin-2-yl)amino)-4-((4-(trifluoromethyl)phenoxy)methyl)pyrrolidine-1-carboxylate FC=1C=NC(=NC1)N[C@@H]1CN(C[C@H]1COC1=CC=C(C=C1)C(F)(F)F)C(=O)OC(C)(C)C